C1(CCCC1)C1=CC=C2CC(C(C2=C1)=O)C 6-cyclopentyl-2-methyl-2,3-dihydro-1H-inden-1-one